C(C1=CC=CC=C1)OC1=CC=C(C=C1)C(CN1N=C2C=CC=C(C2=C1)Br)=O 1-[4-(Benzyloxy)phenyl]-2-(4-bromo-2H-indazol-2-yl)ethan-1-one